(S)-2-(1-(6-(1-amino-5,6-difluoro-1,3-dihydro-spiro[indene-2,4'-piperidin]-1'-yl)-1H-pyrazolo[3,4-b]pyrazin-3-yl)vinyl)benzonitrile N[C@@H]1C2=CC(=C(C=C2CC12CCN(CC2)C2=CN=C1C(=N2)NN=C1C(=C)C1=C(C#N)C=CC=C1)F)F